C(=O)(O)C(C)ON1C=NCC1 1-carboxyethyloxy-2-imidazoline